1-((3R,5R,8S,9S,10R,13S,14S,17S)-10-Fluoro-3-hydroxy-3,13-dimethylhexadecahydro-1H-cyclopenta[a]phenanthren-17-yl)-2-((1-methyl-1H-pyrazol-4-yl)amino)ethan-1-one F[C@]12[C@H]3CC[C@@]4([C@H](CC[C@H]4[C@@H]3CC[C@@H]2C[C@](CC1)(C)O)C(CNC=1C=NN(C1)C)=O)C